(2R)-2-(6-{5-chloro-2-[(1-methyl-1H-1,2,3-triazol-5-yl)amino]pyrimidin-4-yl}-1-oxo-2,3-dihydro-1H-isoindol-2-yl)-N-[(1S)-1-(3-fluoro-5-methoxyphenyl)-2-hydroxyethyl]propionamide ClC=1C(=NC(=NC1)NC1=CN=NN1C)C1=CC=C2CN(C(C2=C1)=O)[C@@H](C(=O)N[C@H](CO)C1=CC(=CC(=C1)OC)F)C